FNC1=CC=C(C=C1)C1=NC=CC(=N1)C fluoro-4-(4-methylpyrimidin-2-yl)aniline